3-[3-Amino-1-(1H-pyrrolo[2,3-b]pyridin-4-yl)-1H-pyrazol-4-yl]-benzonitrile NC1=NN(C=C1C=1C=C(C#N)C=CC1)C1=C2C(=NC=C1)NC=C2